CS(=O)(=O)N1CCN(CC1)CC1=CC(=NC=C1)NC=1SC2=C(N1)C=CC(=C2)C2=CC=NC=C2 N-(4-((4-(methylsulfonyl)-piperazin-1-yl)methyl)-pyridin-2-yl)-6-(pyridin-4-yl)benzo[d]thiazol-2-amine